7α,12α,25-trihydroxycholest-4-en-3-one O[C@H]1[C@H]2[C@@H]3CC[C@H]([C@@H](CCCC(C)(C)O)C)[C@]3([C@H](C[C@@H]2[C@]2(CCC(C=C2C1)=O)C)O)C